C(C)(C)(C)OC(=O)N1CC([C@@H]2N(C(C[C@@H]21)=O)C2CCC(CC2)C(=O)O)(F)F 4-((cis)-4-(tert-butoxycarbonyl)-6,6-difluoro-2-oxohexahydropyrrolo[3,2-b]pyrrol-1(2H)-yl)cyclohexanecarboxylic acid